7-((2-methyl-1H-imidazol-1-yl)methyl)-5-(1-methyl-3-(trifluoromethyl)-1H-pyrazol-4-yl)-2-(5,6,7,8-tetrahydroquinolin-5-yl)-3,4-dihydroisoquinolin-1(2H)-one CC=1N(C=CN1)CC1=CC(=C2CCN(C(C2=C1)=O)C1C=2C=CC=NC2CCC1)C=1C(=NN(C1)C)C(F)(F)F